((1R,3R)-3-(PYRIMIDIN-2-YLTHIO)CYCLOBUTYL)METHANOL N1=C(N=CC=C1)SC1CC(C1)CO